Lithium Bisulfate S([O-])(O)(=O)=O.[Li+]